C(CCCCCCC\C=C/C\C=C/CCCCC)(=O)OCC(COC(=O)OCCCN1CCN(CC1)C)COC(\C=C(\CCCCCC)/CCCCC)=O 3-(((3-(4-methylpiperazin-1-yl)propoxy)carbonyl)oxy)-2-((((E)-3-pentylnonan-2-enoyl)oxy)methyl)propyl (9Z,12Z)-octadeca-9,12-dienoate